P([O-])(=O)(OP(=O)(O)O)OC[C@@H]1[C@H]([C@H]([C@@H](O1)N1C=[N+](C=2C(=O)NC(N)=NC12)C)O)O.OCC1=C(C=C(N=N1)NC(=O)C1CC1)NC1=C(C(=CC=C1)C1=NN(C=N1)C)OC N-(6-(hydroxymethyl)-5-((2-methoxy-3-(1-methyl-1H-1,2,4-triazol-3-yl)phenyl)amino)pyridazin-3-yl)cyclopropanecarboxamide N7-methyl-guanosine-5'-diphosphate